tert-Butyl methyl(2-(4-methyl-3-((1-(3-(thiophen-2-yl)naphthalen-1-yl)cyclopropyl) carbamoyl)phenoxy)ethyl)carbamate CN(C(OC(C)(C)C)=O)CCOC1=CC(=C(C=C1)C)C(NC1(CC1)C1=CC(=CC2=CC=CC=C12)C=1SC=CC1)=O